CC1(NC(CC(C1)OC(CCCCCCCCCCC(=O)OC1CC(NC(C1)(C)C)(C)C)=O)(C)C)C Bis-(2,2,6,6-tetramethyl-4-piperidyl)-dodecandioat